6-(4-(1-(difluoro-methyl)-1H-indazol-4-yl)-2,6-difluorobenzyl)-6,7-dihydro-5H-pyrrolo[3,4-b]pyridin-5-one-7,7-d2 FC(N1N=CC2=C(C=CC=C12)C1=CC(=C(CN2C(C3=NC=CC=C3C2=O)([2H])[2H])C(=C1)F)F)F